CC(C(C)O)O methyl-propylenglycol